F[B-](F)(F)F.S1C(=NC2=C1C=CC=C2)C2=CC=[N+](C=C2)CCCCCC 4-(benzo[d]thiazol-2-yl)-1-hexylpyridin-1-ium tetrafluoroborate